NC=1N=C(C2=C(N1)C=CN(C2=O)CC2=CC=C(C(=O)N(C)C)C=C2)NCCCC 4-((2-amino-4-(butylamino)-5-oxopyrido[4,3-d]pyrimidin-6(5H)-yl)methyl)-N,N-dimethylbenzamide